FC=1C=C(C=C(C1)F)CN1CC(C(CC1)=O)C(=O)OC methyl 1-[(3,5-difluorophenyl) methyl]-4-oxo-piperidine-3-carboxylate